[Pb].[Ca].[Zn] zinc-calcium-lead